[9H]xanthene C1=CC=CC=2OC3=CC=CC=C3CC12